6-(2-Fluoro-4-(2-methylpyridin-4-yl)benzyl)-N-((1S,2S)-2-hydroxycyclohexyl)-5-oxo-5,6-dihydro-1,6-naphthyridine-8-carboxamide FC1=C(CN2C(C=3C=CC=NC3C(=C2)C(=O)N[C@@H]2[C@H](CCCC2)O)=O)C=CC(=C1)C1=CC(=NC=C1)C